C(CCCCCCC)(=O)OCCCCCCCCCCCCC n-tridecyl octanoate